OC(CCN(C)C)O di-hydroxy-N,N-dimethyl-3-aminopropane